C12CN(CC(N1)C2)C=2OC1=C(N2)C(=CC=C1C=1SC=CN1)C(C(F)(F)F)OC(C(C)O)(F)F 1-(1-(2-(3,6-diazabicyclo[3.1.1]heptan-3-yl)-7-(thiazol-2-yl)benzo[d]oxazol-4-yl)-2,2,2-trifluoroethoxy)-1,1-difluoropropan-2-ol